6-fluoro-N-((3S,4R)-3-fluoro-1-(oxetan-3-yl-3-d)piperidin-4-yl)-4-methoxy-5-(1-(2,2,2-trifluoroethyl)-1H-benzo[d][1,2,3]triazol-6-yl)pyrrolo[2,1-f][1,2,4]triazin-2-amine FC=1C(=C2C(=NC(=NN2C1)N[C@H]1[C@H](CN(CC1)C1(COC1)[2H])F)OC)C=1C=CC2=C(N(N=N2)CC(F)(F)F)C1